((((5-methyl-1,3-phenylene)bis(methylene))bis(oxy))bis(4,1-phenylene))dimethanamine dihydrochloride Cl.Cl.CC=1C=C(C=C(C1)COC1=CC=C(C=C1)CN)COC1=CC=C(C=C1)CN